FC(C1=CC=C(C=N1)OC1CC2(CN(C2)C(=O)N2C[C@H](CC2)C(=O)N)C1)(F)F (3S)-1-[6-[[6-(trifluoromethyl)-3-pyridinyl]oxy]-2-azaspiro[3.3]heptane-2-carbonyl]pyrrolidine-3-carboxamide